(imino)(isopropyl)-λ6-sulfanone N=S(=O)C(C)C